C1(CC1)NC(=O)C=1C=C(C2=C(C(CO2)C2=CC=C(C=C2)F)C1)C(=O)NC N5-Cyclopropyl-3-(4-fluorophenyl)-N7-methyl-2,3-dihydrobenzofuran-5,7-dicarboxamid